FC1=C(OC2=CC=NC3=CC(=C(C=C23)OC)OCCCCCC(=O)O)C=CC(=C1)NC(=O)C1(CC1)C(NC1=CC=C(C=C1)F)=O 6-[[4-[2-fluoro-4-[[1-[(4-fluorophenyl)carbamoyl]cyclopropanecarbonyl]amino]phenoxy]-6-methoxy-7-quinolyl]oxy]caproic acid